dimethyl 2-(1-phenyl-1-propen-2-yl)malonate C1(=CC=CC=C1)C=C(C)C(C(=O)OC)C(=O)OC